thiazolyl-magnesium bromide S1C(=NC=C1)[Mg]Br